FC=1C=C(C=C(C1)F)[C@@H]1CCN2N1C(C1(C2)CCN(CC1)C=1N=CC(=NC1)C#N)=O (S)-5-(7'-(3,5-difluorophenyl)-1'-oxodihydro-1'H,3'H,5'H-spiro[piperidine-4,2'-pyrazolo[1,2-a]pyrazol]-1-yl)pyrazine-2-carbonitrile